(2-fluoro-3,4-dihydroxyphenyl)ethane-1-one O-(3-(5-methyl-1,2,4-oxadiazol-3-yl)benzyl) oxime CC1=NC(=NO1)C=1C=C(CON=C(C)C2=C(C(=C(C=C2)O)O)F)C=CC1